4,5,6,7-tetrahydro-1H-imidazo[4,5-c]pyridine-2-carboxamide N1C(=NC=2CNCCC21)C(=O)N